1-benzyl-3-(3,4-dichlorophenyl)-1-(1-(2,2-difluoroethyl)piperidin-4-yl)urea C(C1=CC=CC=C1)N(C(=O)NC1=CC(=C(C=C1)Cl)Cl)C1CCN(CC1)CC(F)F